CN1N=NN=C1C(C1=CC=CC=C1)=NOCC1=CC=CC(=N1)NC(OCCCCC)=O pentyl {6-[({[(1-methyl-1H-tetrazol-5-yl)(phenyl)methylidene]amino}oxy)methyl] pyridin-2-yl}carbamate